citral glutamate N[C@@H](CCC(=O)O)C(=O)O.CC(C)=CCCC(C)=CC=O